C(C)(=O)C=1C=C(C(N(C1C)C1=CC=C(C=C1)F)=O)C(=O)NC1=CC=C(C=C1)OC1=CC=NC2=CC(=C(N=C12)OC)OC 5-acetyl-N-[4-[(6,7-dimethoxy-1,5-naphthyridin-4-yl)oxy]phenyl]-1-(4-fluorophenyl)-6-methyl-2-oxopyridine-3-carboxamide